ClC=1C(=NN(C1NC(=O)N[C@H]1CN(C[C@@H]1C1=CC=CC=C1)CC(F)(F)F)C1=CC=CC=C1)C=1C=NN(C1)C 1-(4-chloro-1'-methyl-1-phenyl-1H,1'H-3,4'-bipyrazol-5-yl)-3-((3R,4S)-4-phenyl-1-(2,2,2-trifluoroethyl)pyrrolidin-3-yl)urea